CN(C(=O)C1=NC=CN=C1)C N,N-dimethylpyrazine-2-carboxamide